2-bromo-5-(m-tolyl)-1,3,4-oxadiazole BrC=1OC(=NN1)C=1C=C(C=CC1)C